[Si](C)(C)(C(C)(C)C)OCCOCC[C@H](CCC(C)(F)F)N (S)-1-(2-((tert-butyldimethylsilyl)oxy)ethoxy)-6,6-difluoroheptan-3-amine